C(C)C(CCO)O Ethyl-propane-1,3-diol